ClC1=NC=C(C(=N1)NCC1=CC(=CC=C1)C(F)(F)F)C(=O)N 2-chloro-4-[(3-trifluoromethyl-benzyl)amino]pyrimidin-5-carboxamide